4-(bromomethyl)-5-cyclopropyl-3-(3,5-dichloropyridin-4-yl)isoxazole BrCC=1C(=NOC1C1CC1)C1=C(C=NC=C1Cl)Cl